N-(4-(1H-pyrazol-1-yl)benzyl)-4-((2-(3-(dimethylamino)phenoxy)ethoxy)methyl)-N-(3-methoxybenzyl)thiazol-2-amine N1(N=CC=C1)C1=CC=C(CN(C=2SC=C(N2)COCCOC2=CC(=CC=C2)N(C)C)CC2=CC(=CC=C2)OC)C=C1